FC(C)(F)C1=CC=C(C=N1)C#N 6-(1,1-difluoroethyl)pyridine-3-carbonitrile